4-((5-Chloro-7-(2-((3-Cyclopropyl-5-methyl-2,6-dioxo-3,6-dihydropyrimidine-1(2H)-yl)methyl)thieno[3,2-b]pyridin-7-yl)-1H-indol-1-yl)methyl)piperidine-4-carbonitrile trifluoroacetate FC(C(=O)O)(F)F.ClC=1C=C2C=CN(C2=C(C1)C1=C2C(=NC=C1)C=C(S2)CN2C(N(C=C(C2=O)C)C2CC2)=O)CC2(CCNCC2)C#N